FC=1C=C(C=CC1OC=1C=C2C=NN(C2=CC1C=1C=NNC1)C)NC(=O)C=1C(N(C(N(C1)C(C)C)=O)C1=CC=C(C=C1)F)=O N-(3-fluoro-4-((1-methyl-6-(1H-pyrazol-4-yl)-1H-indazol-5-yl)oxy)phenyl)-3-(4-fluorophenyl)-1-isopropyl-2,4-dioxo-1,2,3,4-tetrahydropyrimidine-5-carboxamide